C(C)(C)(C)OC(=O)N1CCN(CC1)CC1=CC=C(N=N1)CN1CCN(CC1)C(=O)OCC1=CC=CC=C1 benzyl 4-[[6-[(4-tert-butoxycarbonylpiperazin-1-yl)methyl]pyridazin-3-yl]methyl]piperazine-1-carboxylate